buTYL MERCAPTAN C(CCC)S